5-(1-((Tert-butyldimethylsilyl)oxy)-2,2,2-trifluoroethyl)-1-ethyl-4-methoxy-1H-indazol-3-amine [Si](C)(C)(C(C)(C)C)OC(C(F)(F)F)C=1C(=C2C(=NN(C2=CC1)CC)N)OC